1-(4-(2-chloro-3-(3-fluorophenyl)-1H-pyrrolo[2,3-b]pyridin-5-yl)benzyl)piperidin-3-ol ClC1=C(C=2C(=NC=C(C2)C2=CC=C(CN3CC(CCC3)O)C=C2)N1)C1=CC(=CC=C1)F